5-fluoro-7-(1H-pyrazol-4-yl)-8,9,10,11-tetrahydro-3H-pyrazolo[4,3-a]phenanthridine FC=1C=C2C(=C3C=4CCCCC4C(=NC13)C=1C=NNC1)C=NN2